N[C@H]1[C@H]([C@H](O[C@@H]2[C@H]1N=C(O2)C)CO)O (3aS,5R,6R,7R,7aS)-7-amino-5-(hydroxymethyl)-2-methyl-3a,6,7,7a-tetrahydro-5H-pyrano[3,2-d]oxazol-6-ol